pyrimidine-2,6-dicarboxamide N1=C(N=CC=C1C(=O)N)C(=O)N